1-((1R,2R,4S,5S)-4-(((tert-Butyldimethylsilyl)oxy)methyl)-3-oxabicyclo[3.1.0]hexan-2-yl)pyrimidine-2,4(1H,3H)-dione [Si](C)(C)(C(C)(C)C)OC[C@H]1O[C@H]([C@@H]2C[C@H]12)N1C(NC(C=C1)=O)=O